2-[(1Z)-5-fluoro-2-methyl-1-{[4-(pyrrolidin-1-yl)phenyl]methylidene}-1H-inden-3-yl]acetic acid FC=1C=C2C(=C(/C(/C2=CC1)=C/C1=CC=C(C=C1)N1CCCC1)C)CC(=O)O